C(COCCSC1C(CC(CC1)(C)C)C=CCCC=O)OCCSC1C(CC(CC1)(C)C)C=CCCC=O ((((ethane-1,2-diylbis(oxy))bis(ethane-2,1-diyl))bis(sulfanediyl))bis-(5,5-dimethyl-cyclohexane-2,1-diyl))bis(pent-4-en-1-one)